C1(CC1)CN1C(=CC=C1)C1=NC2=C(N1C)C=CC(=C2)C(=O)N2C[C@@H](CCC2)NC(OC(C)(C)C)=O tert-butyl N-[(3R)-1-{2-[1-(cyclopropylmethyl)-1H-pyrrol-2-yl]-1-methyl-1H-1,3-benzodiazole-5-carbonyl}piperidin-3-yl]carbamate